(S)-4-(3-fluorobenzyl)-N-(5-methyl-7-(4-methylpiperazine-1-carbonyl)-4-oxo-2,3,4,5-tetrahydrobenzo[b][1,4]oxazepin-3-yl)-1H-pyrazole-1-carboxamide FC=1C=C(CC=2C=NN(C2)C(=O)N[C@@H]2C(N(C3=C(OC2)C=CC(=C3)C(=O)N3CCN(CC3)C)C)=O)C=CC1